[2-(prop-2-yloxy)benzylidene]ruthenium CC(C)OC1=C(C=[Ru])C=CC=C1